[N].NCCC(=O)O beta-alanine nitrogen